S(=O)(=O)(O)CCCS(S[Na])([Na])CCCS(=O)(=O)O bis-(3-sulfopropyl)-dithiodisodium